ClC=1C=CC=C2C=CC=C(C12)C1=CC=C2C(=NC(=NC2=C1F)OCC12CCCN2CCC1)N1C[C@@H](NCC1)CC#N (S)-2-(4-(7-(8-chloronaphthalen-1-yl)-8-fluoro-2-((tetrahydro-1H-pyrrolizine-7a(5H)-yl)methoxy)quinazolin-4-yl)piperazin-2-yl)acetonitrile